3-(amino)pyridine NC=1C=NC=CC1